O=C1NC2=C(SC1CC(=O)NCC1=CC(=C(C(=C1)F)F)F)N=CC=C2 2-(2-oxo-2,3-dihydro-1H-pyrido[2,3-b][1,4]thiazin-3-yl)-N-(3,4,5-trifluorobenzyl)acetamide